ethyl 3-(1,4-dimethyl-1H-benzotriazol-5-yl)-3-{7-[(4,4-dimethyl-1,1-dioxido-3,4-dihydro-2H-pyrido[2,3-b][1,4,5]oxathiazepin-2-yl)methyl]-2,3-dihydro-1H-inden-5-yl}propanoate CN1N=NC2=C1C=CC(=C2C)C(CC(=O)OCC)C=2C=C1CCCC1=C(C2)CN2S(C1=C(OC(C2)(C)C)N=CC=C1)(=O)=O